AminoTris(MethylenePhosphonic Acid) C(N(CP(=O)(O)O)CP(=O)(O)O)P(=O)(O)O